2-amino-3-oxo-3-(4-phenoxyphenyl)propionic acid ethyl ester hydrochloride Cl.C(C)OC(C(C(C1=CC=C(C=C1)OC1=CC=CC=C1)=O)N)=O